OCC1SCC(C(C1O)O)O (hydroxymethyl)tetrahydro-2H-thiopyran-3,4,5-triol